(Z)-2-(2,6-dioxopiperidin-3-yl)-5-(4-(2-(2-((4-(1-(4-hydroxyphenyl)-2-phenylbut-1-en-1-yl)phenoxy)methyl)cyclopropyl)ethyl)piperazin-1-yl)isoindoline-1,3-dione O=C1NC(CCC1N1C(C2=CC=C(C=C2C1=O)N1CCN(CC1)CCC1C(C1)COC1=CC=C(C=C1)\C(=C(\CC)/C1=CC=CC=C1)\C1=CC=C(C=C1)O)=O)=O